5-[4-[[(3,6-dimethoxy-2-pyridinyl)amino]methyl]-2-fluoro-6-[(4-methoxyphenyl)methoxy]phenyl]-1,1-dioxo-1,2,5-thiadiazolidin-3-one COC=1C(=NC(=CC1)OC)NCC1=CC(=C(C(=C1)OCC1=CC=C(C=C1)OC)N1CC(NS1(=O)=O)=O)F